FC=1C=C(C(=C2CCCC12)NC(=O)N=S(=O)(N)C=1C=NN2C1OC(C2)C)C2=CC(=NC=C2)OC N'-((7-fluoro-5-(2-methoxypyridin-4-yl)-2,3-dihydro-1H-inden-4-yl)carbamoyl)-2-methyl-2,3-dihydropyrazolo[5,1-b]oxazole-7-sulfonimidamide